Sodium nickel iron manganate [Mn](=O)(=O)([O-])[O-].[Fe+2].[Ni+2].[Na+]